9,9'-(2-(3,6-dimethyl-9H-carbazol-9-yl)-3,5-bis(2,6-diphenylpyridin-4-yl)-1,4-phenylene)bis(3-phenyl-9H-carbazole) CC=1C=CC=2N(C3=CC=C(C=C3C2C1)C)C1=C(C=C(C(=C1C1=CC(=NC(=C1)C1=CC=CC=C1)C1=CC=CC=C1)N1C2=CC=CC=C2C=2C=C(C=CC12)C1=CC=CC=C1)C1=CC(=NC(=C1)C1=CC=CC=C1)C1=CC=CC=C1)N1C2=CC=CC=C2C=2C=C(C=CC12)C1=CC=CC=C1